ClC1=C(C(=CC=C1)F)N1C(C2=CC(=C(C=C2[C@H](C1)C(=C)C)N1N=C(N(C1=O)CC)CO)F)=O |o1:16| (R*)-2-(2-Chloro-6-fluorophenyl)-6-(4-ethyl-3-(hydroxymethyl)-5-oxo-4,5-dihydro-1H-1,2,4-triazol-1-yl)-7-fluoro-4-(prop-1-en-2-yl)-3,4-dihydroisoquinolin-1(2H)-one